C(C)OC1=CC=C(C=C1)N1C(=NC2=C(C1=O)C1=C(S2)CCCC1)SCC(=O)N 2-{[3-(4-ethoxyphenyl)-4-oxo-3,4,5,6,7,8-hexahydro[1]-benzothieno[2,3-d]pyrimidin-2-yl]thio}acetamide